1,3-dicyclohexyl-2-methylpropane-1,3-dione C1(CCCCC1)C(C(C(=O)C1CCCCC1)C)=O